tert-butyl N-[(3R)-5-[(4-chlorophenyl)methyl]-7-[5-(5,5-difluoro-3-piperidyl)-1,3,4-oxadiazol-2-yl]-8-fluoro-1,1,4-trioxo-2,3-dihydro-1λ6,5-benzothiazepin-3-yl]carbamate ClC1=CC=C(C=C1)CN1C([C@H](CS(C2=C1C=C(C(=C2)F)C=2OC(=NN2)C2CNCC(C2)(F)F)(=O)=O)NC(OC(C)(C)C)=O)=O